N-(2-methylbenzyl)pyridin-2-amine CC1=C(CNC2=NC=CC=C2)C=CC=C1